S1C2=C(C(=C1)C1C(=C(NC(=C1C(=O)OC)CN1CCOCC1)CN1CCOCC1)C(=O)OC)C=CC=C2 Dimethyl 4-(benzo[b]thiophen-3-yl)-2,6-bis(morpholinomethyl)-1,4-dihydropyridine-3,5-dicarboxylate